C(C)(C)(C)N1N=CC(=C1F)C(=O)NC1=CC(=C(C=C1)C)C1=CC=2N(C(=C1)N1CCOCC1)N=CC2 1-Tert-butyl-5-fluoro-N-{4-methyl-3-[7-(morpholin-4-yl)pyrazolo[1,5-a]pyridin-5-yl]phenyl}pyrazole-4-carboxamide